2-(4-tert-butylbenzyl)octahydrocyclopenta[c]pyrrole C(C)(C)(C)C1=CC=C(CN2CC3C(C2)CCC3)C=C1